CC1=C(C=2N(N=C1N1CCC(CC1)OC1=CC=C(C=C1)C)C(C=CN2)=O)C 8,9-dimethyl-7-(4-(p-tolyloxy)piperidin-1-yl)-4H-pyrimido[1,2-b]pyridazin-4-one